METHYLPROPYL PROPANOATE CCC(C)OC(=O)CC